ClC=1N=C(OC1C(=O)N1[C@@H](C2=C(CC1)NC=N2)C2=NN1C(C(=CC=C1)Cl)=C2)C(C)(C)O (S)-(4-chloro-2-(2-hydroxypropan-2-yl)oxazol-5-yl)(4-(4-chloropyrazolo[1,5-a]pyridin-2-yl)-6,7-dihydro-1H-imidazo[4,5-c]pyridin-5(4H)-yl)methanone